trichloroEthylene ClC=C(Cl)Cl